piperidin-1-ylcyclobutane-1-carboxylic acid methyl ester COC(=O)C1(CCC1)N1CCCCC1